propan-2-amine CC(C)N